2-((4-(2-amino-7-bromothieno[3,2-d]pyrimidin-4-yl)-1H-1,2,3-triazol-1-yl)methyl)-6-(2-hydroxypropan-2-yl)pyridin-1-oxide NC=1N=C(C2=C(N1)C(=CS2)Br)C=2N=NN(C2)CC2=[N+](C(=CC=C2)C(C)(C)O)[O-]